N-[(2-{[(cyclobutylmethyl)amino]methyl}-1H-indol-6-yl)methyl]-4-oxo-4H,6H,7H,8H,9H-pyrido[1,2-a]pyrimidine-2-carboxamide C1(CCC1)CNCC=1NC2=CC(=CC=C2C1)CNC(=O)C=1N=C2N(C(C1)=O)CCCC2